Glycerol Trilaurate C(CCCCCCCCCCC)(=O)OCC(OC(CCCCCCCCCCC)=O)COC(CCCCCCCCCCC)=O